O=C1NC(CCC1N1C(C2=CC(=C(C(=C2C1=O)F)F)N1C(C(N(C(C1([2H])[2H])([2H])[2H])CC1CCN(CC1)C1=CC=C(C=C1)C(=C(CC)C1=CC=CC=C1)C1=CC=C(C=C1)O)([2H])[2H])([2H])[2H])=O)=O 2-(2,6-dioxopiperidin-3-yl)-4,5-difluoro-6-(4-((1-(4-(1-(4-hydroxyphenyl)-2-phenylbut-1-en-1-yl)phenyl)piperidin-4-yl)methyl)piperazin-1-yl-2,2,3,3,5,5,6,6-d8)isoindoline-1,3-dione